[O-]C(=O)C(F)(F)F.C(=O)(O)C1=CC(=C(C(=O)O)C=C1)C1=C2C(=CC(C=C2)=[N+]2CC(C2)C)[Si]2(CCCCC2)C2=C1C=CC(=C2)N2CC(C2)C 4-carboxy-2-(3-(3-methylazetidin-1-ium-1-ylidene)-7-(3-methylazetidin-1-yl)-3H-spiro[dibenzo[b,e]siline-5,1'-silinan]-10-yl)benzoate TFA salt